2,6-dihydroxy-5'-methyl-N-(2-oxopropyl)-4-pentyl-1',2',3',4'-tetrahydro-[1,1'-biphenyl]-3-sulfonamide OC1=C(C(=CC(=C1S(=O)(=O)NCC(C)=O)CCCCC)O)C1CCCC(=C1)C